N,N'-diphenylformamidine C1=CC=C(C=C1)NC=NC2=CC=CC=C2